E-benzol C1=CC=CC=C1